6-bromo-5-fluoro-indoline-2,3-dione BrC1=C(C=C2C(C(NC2=C1)=O)=O)F